NC=1N=NC=CC1C(=O)NC1CCC(CC1)(F)F 3-amino-N-(4,4-difluorocyclohexyl)pyridazine-4-carboxamide